C1(CC1)C1=CC(=NC=2N1N=C(C2)C2=C(C=C(C=C2)N2[C@@H]([C@H]([C@H](C2)O)O)CO)F)C(=O)N2[C@@H](C1=CC=CC=C1CC2)C (7-cyclopropyl-2-(4-((2R,3R,4S)-3,4-dihydroxy-2-(hydroxymethyl)pyrrolidin-1-yl)-2-fluorophenyl)pyrazolo[1,5-a]pyrimidin-5-yl)((R)-1-methyl-3,4-dihydroisoquinolin-2(1H)-yl)methanone